(E)-3-(4-(Cyclopentylamino)-2-(methylsulfinyl)pyrimidin-5-yl)acrylic acid ethyl ester C(C)OC(\C=C\C=1C(=NC(=NC1)S(=O)C)NC1CCCC1)=O